tetrahydrophthalic acid, anhydride C1(C2C(C(=O)O1)CCC=C2)=O